NC1=C2C(=NC=N1)N(N=C2C=2C(=C1CCN(C1=CC2)C(CC2=C(C=CC(=C2)C(F)(F)F)F)=O)F)C2COC2 1-(5-(4-AMINO-1-(OXETAN-3-YL)-1H-PYRAZOLO[3,4-D]PYRIMIDIN-3-YL)-4-FLUOROINDOLIN-1-YL)-2-(2-FLUORO-5-(TRIFLUOROMETHYL)PHENYL)ETHAN-1-ONE